CC1([C@H]2CNC[C@@H]12)C (1R,5S)-6,6-Dimethyl-3-aza-bicyclo[3.1.0]Hexane